COC(=O)C1(CCN(CC1)C1=NC=C(C=C1)Br)COCC1=CC=CC=C1 4-((benzyloxy)methyl)-1-(5-bromopyridin-2-yl)piperidine-4-carboxylic acid methyl ester